3-azaphenylalanine N[C@@H](CC1=CN=CC=C1)C(=O)O